F[C@@H]1CN(C[C@@H]1F)C1=NC=CC(=C1)[C@@](O)(C1=CC=C(C=C1)C(C)C)C1(CN(C1)C)C (S)-[2-((3R,4S)-3,4-difluoro-pyrrolidin-1-yl)-pyridin-4-yl]-(1,3-dimethyl-azetidin-3-yl)-(4-isopropyl-phenyl)-methanol